ClC=1C=C(C(=O)N2CC=3C(=NN4C3C(N(C=C4)[C@@H](C)C4=CC=C(C=C4)OC(F)F)=O)C[C@H]2C)C=CC1Cl |o1:17| (R)-2-(3,4-dichlorobenzoyl)-9-((S*)-1-(4-(difluoromethoxy)phenyl)ethyl)-3-methyl-1,2,3,4-tetrahydropyrido[4',3':3,4]pyrazolo[1,5-a]pyrazin-10(9H)-one